BrC1=C(C(=C(C=C1)N1C(CCC1CO[Si](C)(C)C(C)(C)C)=O)F)F 4-bromo-2,3-difluorophenyl-5-(((tert-butyldimethylsilyl)oxy)methyl)pyrrolidin-2-one